1-((R)-3-((7-(6,8-difluoronaphthalen-1-yl)-8-fluoro-2-(((2R,7aS)-2-fluorohexahydro-1H-pyrrolizin-7a-yl)methoxy)pyrido[4,3-d]pyrimidin-4-yl)(methyl)amino)pyrrolidin-1-yl)prop-2-en-1-one FC=1C=C2C=CC=C(C2=C(C1)F)C1=C(C=2N=C(N=C(C2C=N1)N([C@H]1CN(CC1)C(C=C)=O)C)OC[C@]12CCCN2C[C@@H](C1)F)F